(S)-1-(benzyloxy)pent-4-yn-2-ol C(C1=CC=CC=C1)OC[C@H](CC#C)O